(R)-((1S)-2,2-difluorocyclobutyl)(6-(2-methyl-2H-pyrazolo[3,4-b]pyridin-5-yl)thieno[2,3-b]pyridin-2-yl)methanol FC1([C@@H](CC1)[C@@H](O)C1=CC=2C(=NC(=CC2)C2=CC=3C(N=C2)=NN(C3)C)S1)F